COC(C1=CN=C(C=C1)C1=C(C=C(C=C1)C1=NOC(=N1)C)C#N)=O 6-(2-cyano-4-(5-methyl-1,2,4-oxadiazol-3-yl)phenyl)nicotinic acid methyl ester